(S)-7-((S)-sec-butyl)-5,7,8,9-tetrahydro-6H-pyrimido[5,4-e][1,4]diazepin-6-one [C@H](C)(CC)[C@@H]1NCC2=C(NC1=O)C=NC=N2